(Z)-9-hexadecenoic acid ethyl ester C(C)OC(CCCCCCC\C=C/CCCCCC)=O